ethyl 4-(((3R,4R)-1-(2-cyanoacetyl)-4-methylpiperidin-3-yl)(methyl)amino)-1H-pyrrolo[2,3-b]pyridine-5-carboxylate C(#N)CC(=O)N1C[C@@H]([C@@H](CC1)C)N(C1=C2C(=NC=C1C(=O)OCC)NC=C2)C